C1(CCCC1)NC1=NC=C2N=C(NC2=N1)N N2-cyclopentyl-9H-purine-2,8-diamine